CN1N=CC(=C1)C1=CC(=NC(=N1)C=1C=NN(C1)C)C(=O)N[C@@H](C)C1=CC(=CC=C1)F (S)-6-(1-methyl-1H-pyrazol-4-yl)-N-(1-(3-fluorophenyl)ethyl)-2-(1-methyl-1H-pyrazol-4-yl)pyrimidine-4-carboxamide